(R)-N-hydroxy-4-methyl-2-(2,2,2-triphenylacetamido)pentanamide ONC([C@@H](CC(C)C)NC(C(C1=CC=CC=C1)(C1=CC=CC=C1)C1=CC=CC=C1)=O)=O